(4aS,9aR)-7-(trifluoromethyl)-2,3,4,4a,9,9a-hexahydroindeno[2,1-b][1,4]oxazine FC(C1=CC=2C[C@H]3OCCN[C@H]3C2C=C1)(F)F